(1R,2S,5S)-3,8-bis(benzyl(methyl)carbamoyl)-3,8-diazabicyclo[3.2.1]octane-2-carboxylic acid C(C1=CC=CC=C1)N(C(=O)N1[C@@H]([C@H]2CC[C@@H](C1)N2C(N(C)CC2=CC=CC=C2)=O)C(=O)O)C